2-(3-Bromo-1-(3-chloropyridin-2-yl)-1H-pyrazol-5-yl)-6-chloro-8-methyl-4H-benzo[d][1,3]oxazin-4-one BrC1=NN(C(=C1)C=1OC(C2=C(N1)C(=CC(=C2)Cl)C)=O)C2=NC=CC=C2Cl